BrC=1C(=CC=2C3=C(C(=NC2C1F)Cl)N=CN3C3C1CN(C3C1)C(=O)OC(C)(C)C)Cl tert-butyl (endo)-5-(7-bromo-4,8-dichloro-6-fluoro-1H-imidazo[4,5-c]quinolin-1-yl)-2-azabicyclo[2.1.1]hexane-2-carboxylate